O=C1OCC(O1)C(=O)O 2-oxo-1,3-dioxolane-4-carboxylic acid